(E)-4-((3-carboxy-4-hydroxyphenyl)diazenyl)-2-(2-((4-(trifluoromethyl)phenyl)amino)pyrimidin-4-yl)benzoic acid C(=O)(O)C=1C=C(C=CC1O)/N=N/C1=CC(=C(C(=O)O)C=C1)C1=NC(=NC=C1)NC1=CC=C(C=C1)C(F)(F)F